C(C)(C)(C)OOC(C(=O)[O-])C(CC(C)(C)C)C t-butylperoxy-3,5,5-Trimethylhexanoate